FC=1C(=C(C(=C(C1O)O)F)F)F tetrafluorobenzene-1,2-diol